FC1CN(CCC1NC1=CC=CC2=C1SC(=C2CC(F)(F)F)C#CCNC2=C(C=C(C=C2)P(C)(C)=O)OC)C2COC2 (4-((3-(7-(((Z)-3-fluoro-1-(oxetan-3-yl)piperidin-4-yl)amino)-3-(2,2,2-trifluoroethyl)benzo[b]thiophen-2-yl)prop-2-yn-1-yl)amino)-3-methoxyphenyl)dimethylphosphine oxide